ClC1=NC(=CC(=C1)C=1C(=NN2C1N=C(C=C2)N[C@H](C(=O)OC)C)C2=CC(=CC=C2)C#N)C Methyl (2S)-2-[[3-(2-chloro-6-methyl-4-pyridyl)-2-(3-cyanophenyl)pyrazolo[1,5-a]pyrimidin-5-yl]amino]propanoate